6-chloro-2-(4-cyclopropyl-6-methoxy-pyrimidin-5-yl)-4-[[4-[1-methyl-4-(trifluoromethyl)imidazol-2-yl]phenyl]methoxy]pteridine ClC=1N=C2C(=NC(=NC2=NC1)C=1C(=NC=NC1OC)C1CC1)OCC1=CC=C(C=C1)C=1N(C=C(N1)C(F)(F)F)C